NC[C@H](C)O (2S)-1-aminopropan-2-ol